O=C(NCCOCCOCCOCCOCCOC)CCCC(=O)OC(C=O)CCCNS(=O)(=O)C1=CC=C(C=C1)[N+](=O)[O-] 5-((4-nitrophenyl) sulfonamido)-1-oxopentan-2-yl 18-oxo-2,5,8,11,14-pentaoxa-17-azaheneicosane-21-carboxylate